CC(C)(C)NCCCNC(C)(C)C N,N'-di-tert-butyl-1,3-propanediamine